1-heneicosanoyl-2-(11Z,14Z-eicosadienoyl)-glycero-3-phosphoserine CCCCCCCCCCCCCCCCCCCCC(=O)OC[C@H](COP(=O)(O)OC[C@@H](C(=O)O)N)OC(=O)CCCCCCCCC/C=C\C/C=C\CCCCC